FC1=C(C=C(C=C1)OC=1C(=C2C=CNC2=CC1F)C)C=1NC(=NN1)CC=1C=C(C=CC1)CCC(=O)O 3-(3-((5-(2-Fluoro-5-((6-fluoro-4-methyl-1H-indol-5-yl)oxy)phenyl)-4H-1,2,4-triazol-3-yl)methyl)phenyl)propanoic acid